O=C1N(CC2=CC(=CC=C12)O[C@H]1[C@@H](CCCC1)N1CC(C1)C1=NC=C(C=N1)C(F)(F)F)N1C(CCCC1=O)=O (1-oxo-5-(((trans)-2-(3-(5-(trifluoromethyl)pyrimidin-2-yl)azetidin-1-yl)cyclohexyl)oxy)isoindolin-2-yl)piperidine-2,6-dione